FC=1C=C(C=CC1OC1=C(C=NC2=CC(=C(C=C12)OC)OC)F)NC(=O)C=1C(N(C(=CC1)C(F)(F)F)C=1C=NC(=CC1C)OC)=O N-[3-fluoro-4-[(3-fluoro-6,7-dimethoxy-4-quinolyl)oxy]phenyl]-1-(6-methoxy-4-methyl-3-pyridyl)-2-oxo-6-(trifluoromethyl)pyridine-3-carboxamide